rac-(3R,4R)-4-[7-(2-hydroxy-4,6-dimethyl-phenyl)-1,8-naphthyridin-2-yl]tetrahydrofuran-3-ol OC1=C(C(=CC(=C1)C)C)C1=CC=C2C=CC(=NC2=N1)[C@H]1[C@H](COC1)O |r|